BrC1=CC=C(C=C1)CCC (4-bromophenyl)propane